Cl.CC=CC=CC=CCC=CC Undec-2,4,6,9-tetraene hydrochloride